BrC1=CC=C(C=C1)C1(CCOCC1)N 4-(4-bromophenyl)tetrahydro-2H-pyran-4-amine